C1(CC1)C1=C(N(C=2N=NC(=CC21)C2=C(C=CC=C2)O)COCC[Si](C)(C)C)C2CN(C2)C(=O)OC(C)(C)C tert-butyl 3-[5-cyclopropyl-3-(2-hydroxyphenyl)-7-{[2-(trimethylsilyl)ethoxy]methyl}pyrrolo[2,3-c]pyridazin-6-yl]azetidine-1-carboxylate